ClC=1C=C(C=CC1)N(C(=O)[C@H]1NCC[C@@H]1O)C (2S,3S)-N-(3-chlorophenyl)-3-hydroxy-N-methyl-pyrrolidine-2-carboxamide